C(C1=CC=CC=C1)OC(N[C@H]1C[C@@H]([C@@H](CC1)O)F)=O ((1R,3S,4R)-3-fluoro-4-hydroxycyclohexyl)carbamic acid benzyl ester